methyl 2-(4-(4-(tert-butoxycarbonyl)piperazin-1-yl)bicyclo[2.2.2]octan-1-yl)-5-(2,2,2-trifluoroacetamido)-2H-indazole-6-carboxylate C(C)(C)(C)OC(=O)N1CCN(CC1)C12CCC(CC1)(CC2)N2N=C1C=C(C(=CC1=C2)NC(C(F)(F)F)=O)C(=O)OC